(S)-2-(6-fluorobenzo[d]oxazol-2-yl)-6-methoxy-5-((5-methoxypyridin-2-yl)methoxy)-1,2,3,4-tetrahydroisoquinoline-3-carboxylic acid sodium salt [Na+].FC1=CC2=C(N=C(O2)N2CC3=CC=C(C(=C3C[C@H]2C(=O)[O-])OCC2=NC=C(C=C2)OC)OC)C=C1